FC(C1=C(C=CC=C1)/C=C/C(=O)N1C(OC[C@H]1C1=CC=CC=C1)=O)(F)F (R,E)-3-(3-(2-trifluoromethylphenyl)acryloyl)-4-Phenyloxazolidin-2-one